CC1=CC=CC(=N1)SC1=CC=C(C(=O)O)C=C1 4-[(6-methyl-2-pyridyl)sulfanyl]benzoic Acid